C(C)C1=C(C=CC(=N1)N1C(N(C2(C1)CCN(CC2)C(CO)=O)CC2=C(C(=CC=C2)F)C)=O)C=2C=NNC2 3-(6-ethyl-5-(1H-pyrazol-4-yl)pyridin-2-yl)-1-(3-fluoro-2-methylbenzyl)-8-(2-hydroxyacetyl)-1,3,8-triazaspiro[4.5]decan-2-one